2,2'-((2-((Carboxymethyl)(2-oxo-2-((6-(6-(pyridin-2-yl)-1,2-dihydro-1,2,4,5-tetrazin-3-yl)pyridin-3-yl)amino)ethyl)amino)ethyl)azanediyl)diacetic acid C(=O)(O)CN(CCN(CC(=O)O)CC(=O)O)CC(NC=1C=NC(=CC1)C=1NNC(=NN1)C1=NC=CC=C1)=O